[N-](S(=O)(=O)C(F)(F)F)S(=O)(=O)C(F)(F)F.C(CCCCCCC)[N+]1(CCCC1)C 1-octyl-1-methylpyrrolidinium bistrifluoromethanesulfonimide salt